FC=1C=C(OC2CN(C2)C2=CC=C(C=N2)C=2C=C(C=C3N=CC=NC23)NC)C=CC1 8-(6-(3-(3-fluorophenoxy)azetidin-1-yl)pyridin-3-yl)-N-methylquinoxalin-6-amine